NC=1C=C(C=C(C1)C(F)(F)F)[C@@H](C)NC=1C2=C(C(NN1)=O)C=NC(=C2)N2CCN(CC2)C (R)-1-((1-(3-Amino-5-(trifluoromethyl)phenyl)ethyl)amino)-7-(4-methylpiperazin-1-yl)pyrido[3,4-d]pyridazin-4(3H)-one